Br.BrC=1C(=NN2C1N=C(N(C2=O)CC2=CC=C(C=C2)OC)SCC2=CC=C(C=C2)OC)C 8-bromo-3-[(4-methoxyphenyl)methyl]-2-{[(4-methoxyphenyl)methyl]sulfanyl}-7-methylpyrazolo[1,5-a][1,3,5]triazin-4-one hydrobromide